NCCC=1SC=CC1 2-(2-aminoethyl)thiophene